N=1C=NN2C1C=C(C=C2)OC2=CC(=C(C=C2F)NC=2C1=C(N=CN2)C=C(C(=N1)Cl)Br)F N-(4-([1,2,4]triazolo[1,5-a]pyridin-7-yloxy)-2,5-difluorophenyl)-7-bromo-6-chloropyrido[3,2-d]pyrimidin-4-amine